(E)-4-methyl-3-dihydro-phenyl-2,4-dihydro-benzyl-pyrazol-3-one CC1C(CC(CC=2C(N=NC2)=O)C=C1)C1CC=CC=C1